CC=1N=C(OC1)C1=CN=C(C2=CC(=C(C=C12)C(=O)N)OC(C)C)OC[C@H]1NC(CC1)=O 4-(4-methyl-1,3-oxazol-2-yl)-1-{[(2S)-5-oxopyrrolidin-2-yl]methoxy}-7-(propan-2-yloxy)isoquinoline-6-carboxamide